benzyl (1,3-bis(prop-2-yn-1-yloxy)propan-2-yl)carbamate C(C#C)OCC(COCC#C)NC(OCC1=CC=CC=C1)=O